tert-amyliminotri(ethylmethylamino)niobium C(C)(C)(CC)N=[Nb](N(CC)C)(N(CC)C)N(C)CC